(S)- and (R)-2-((4-(4H-1,2,4-triazol-3-yl)phenethyl)amino)-1-(1H-indol-3-yl)-2-phenylethan-1-one N=1N=C(NC1)C1=CC=C(CCN[C@H](C(=O)C2=CNC3=CC=CC=C23)C2=CC=CC=C2)C=C1 |r|